C(CCCCCCCCCCCCCCCCCCCCCCCCCCC(C)C)(=O)N isotriacontanoic acid amide